C(C)OCC=1NC2=C(C(=NC(=C2SC2=CC=C(C=C2)CN(CCC)CC)C)N)N1 2-(ethoxymethyl)-7-[4-[[ethyl(propyl)amino]methyl]phenyl]sulfanyl-6-methyl-1H-imidazo[4,5-c]pyridin-4-amine